C(C)OC(CCC=1C=C(C=CC1)C(C(=O)OCC1=CC=CC=C1)(CCCC(CO)(C)C)C)=O Benzyl 2-(3-(3-ethoxy-3-oxopropyl)phenyl)-7-hydroxy-2,6,6-trimethylheptanoate